NC1=C2C(=NC=N1)N(N=C2C2=CC=C(C=C2)OC2=C(C(=CC=C2)OC)F)C2CCC(CC2)N2CCN(CC2)C2CN(C2)C=2C=C1C(N(C(C1=CC2)=O)C2C(NC(C=C2)=O)=O)=O 5-(3-(4-(4-(4-amino-3-(4-(2-fluoro-3-methoxyphenoxy)phenyl)1H-pyrazolo[3,4-d]pyrimidin-1-yl)cyclohexyl)piperazin-1-yl)azetidin-1-yl)-2-(2,6-dioxopyridine-3-yl)isoindole-1,3-dione